O1C(=CC=C1)C(=O)CC(C)=O 2-Furoylaceton